6-(N-(2-(4-(2-hydroxypropan-2-yl)piperidin-1-yl)pyridin-3-yl)aminosulfonyl)benzofuran-2-carboxylic acid ethyl ester C(C)OC(=O)C=1OC2=C(C1)C=CC(=C2)S(=O)(=O)NC=2C(=NC=CC2)N2CCC(CC2)C(C)(C)O